5-ethyl-2-methoxy-N-(4-methoxy-6-((6-propioloyl-5,6,7,8-tetrahydropyrazolo[3,4-d]azepin-1(4H)-yl)methyl)benzo[d]isoxazol-3-yl)benzenesulfonamide C(C)C=1C=CC(=C(C1)S(=O)(=O)NC1=NOC2=C1C(=CC(=C2)CN2N=CC1=C2CCN(CC1)C(C#C)=O)OC)OC